4-(aminomethyl)benzonitrile hydrochloride Cl.NCC1=CC=C(C#N)C=C1